2-n-morpholinoethanesulfonic acid C1COC(=O)CN1CCS(=O)(=O)O